4-(4-(cyclopropanesulfonamido)pyrimidin-2-yl)-N-(5-(6-ethoxypyrazin-2-yl)pyridin-2-yl)-1-(ethylsulfonyl)piperidine-4-carboxamide C1(CC1)S(=O)(=O)NC1=NC(=NC=C1)C1(CCN(CC1)S(=O)(=O)CC)C(=O)NC1=NC=C(C=C1)C1=NC(=CN=C1)OCC